CN(C1=CC=C(C=C1)C1=NC(=NC=C1)NC=1C=C2C=C(NC2=CC1)C(=O)O)C 5-((4-(4-(dimethylamino)phenyl)pyrimidin-2-yl)amino)-1H-indole-2-carboxylic acid